propane methylacrylate COC(C=C)=O.CCC